ClC1=CC2=C(C=N1)C(=C(N2)C2=C(C=CC=C2)OC)C 6-chloro-2-(2-methoxyphenyl)-3-methyl-1H-pyrrolo[3,2-c]pyridine